tetrafluoroborat Hydrat O.F[B-](F)(F)F